BrC1=CC=C2C(=NC(=NC2=C1F)Cl)N1CCOCCC1 7-bromo-2-chloro-8-fluoro-4-[1,4]Oxaazepan-4-yl-quinazoline